5-(3-((4-(3-Amino-4-nitrophenyl)piperazin-1-yl)methyl)azetidin-1-yl)-2-(2,6-dioxopiperidin-3-yl)isoindoline-1,3-dione NC=1C=C(C=CC1[N+](=O)[O-])N1CCN(CC1)CC1CN(C1)C=1C=C2C(N(C(C2=CC1)=O)C1C(NC(CC1)=O)=O)=O